tris(N-(1-naphthyl)-N-phenyl-amino)triphenylamine C1(=CC=CC2=CC=CC=C12)N(C1=CC=CC=C1)C1=C(C(=C(C=C1)N(C1=CC=CC=C1)C1=CC=CC=C1)N(C1=CC=CC2=CC=CC=C12)C1=CC=CC=C1)N(C1=CC=CC2=CC=CC=C12)C1=CC=CC=C1